(2R,5S)-5-(aminomethyl)-2-[3-(3-pyridyl)phenyl]-1,4-thiazepan-3-one NC[C@H]1NC([C@H](SCC1)C1=CC(=CC=C1)C=1C=NC=CC1)=O